BrC=1C(=C(C=CC1)NC=1N=CC=C2C=C(C=NC12)C=O)Cl 8-((3-bromo-2-chlorophenyl)amino)-1,7-naphthyridine-3-carbaldehyde